(rac)-1-{3-[1-Aminoethyl]pyrazin-2-yl}-1H-pyrazole N[C@H](C)C=1C(=NC=CN1)N1N=CC=C1 |r|